C(C1=CC=CC=C1)C1=NC(=NN1)C(=O)N[C@H]1COC2=C(N(C1=O)C)C=C(C=C2)C#CC(C)(C)O 5-benzyl-N-[(3S)-7-(3-hydroxy-3-methylbut-1-ynyl)-5-methyl-4-oxo-2,3-dihydro-1,5-benzoxazepin-3-yl]-1H-1,2,4-triazole-3-carboxamide